[N+](=O)([O-])CC1=NC2=C(N1)C=CC=C2 2-(nitromethyl)-1H-benzimidazole